((((1r,3r,6s)-6-(5-chloropyrimidin-2-yl) bicyclo[4.1.0]hept-3-yl) oxy) methyl)-3-((fluoromethyl) sulphonamido)-5-methylpyrrolidine-1-carboxylate ClC=1C=NC(=NC1)[C@@]12CC[C@H](C[C@H]2C1)OCOC(=O)N1CC(CC1C)NS(=O)(=O)CF